2-((1-(5-(3,3-dimethylpyrrolidin-1-yl)-9-methyl-[1,2,4]triazolo[4,3-c]quinazolin-7-yl)ethyl)amino)benzoic acid CC1(CN(CC1)C1=NC=2C(=CC(=CC2C=2N1C=NN2)C)C(C)NC2=C(C(=O)O)C=CC=C2)C